FC1(CCN(CC1)C)C1=CC=C(C=C1)B1OC(C(O1)(C)C)(C)C 4-fluoro-1-methyl-4-(4-(4,4,5,5-tetramethyl-1,3,2-dioxaborolan-2-yl)phenyl)piperidine